BrC=1C=CC2=C(SC(=C2)C[C@H](C(=O)O)[C@@H]2CN(CC2)C(=O)OC(C)(C)C)C1 (S)-3-(6-bromobenzo[b]thiophene-2-yl)-2-((R)-1-(tert-butoxycarbonyl)pyrrolidin-3-yl)propanoic acid